FC(C(=O)O)(F)F.FC(C(=O)O)(F)F.NC12CC3(CC(CC(C1)C3)C2)NCC(=O)N2CC3=CC=CC=C3C2 2-((3-aminoadamantan-1-yl)amino)-1-(isoindolin-2-yl)ethan-1-one bis(2,2,2-trifluoroacetate)